COC1=C(C=CC=C1)[C@@H]1C([C@H](C1C(=O)OC1=CC=CC2=CC=CC=C12)C1=C(C=CC=C1)OC)C(=O)O (1S,2R,3S,4R)-2,4-bis(2-methoxyphenyl)-3-((naphthalen-1-yloxy)carbonyl)cyclobutane-1-carboxylic acid